4-(3-fluoro-4-methoxycarbonyl-phenyl)piperazine-1-carboxylic acid tert-butyl ester C(C)(C)(C)OC(=O)N1CCN(CC1)C1=CC(=C(C=C1)C(=O)OC)F